5,6-diamino-8-hydroxynaphthalene-1,4-dione NC1=C2C(C=CC(C2=C(C=C1N)O)=O)=O